Cl.ClC(CNCCCl)C1=CC=CC=C1 2-chloro-N-(2-chloroethyl)-2-phenylethylamine hydrochloride